(S)-2-(3-(2-cyclopentyl-1-(4-methyl-4H-1,2,4-triazol-3-yl)ethyl)phenyl)-6-(((1-methylcyclobutyl)amino)methyl)-4-(trifluoromethyl)isoindolin-1-one C1(CCCC1)C[C@H](C1=NN=CN1C)C=1C=C(C=CC1)N1C(C2=CC(=CC(=C2C1)C(F)(F)F)CNC1(CCC1)C)=O